C1(=CC1)C[C@H](CC(=O)NO)C(=O)N1CC2(CC2)C[C@H]1C(C1=CC=C(C=C1)C)=O (R)-3-(cyclopropenylmethyl)-N-hydroxy-4-((S)-6-(4-methylbenzoyl)-5-azaspiro[2.4]heptan-5-yl)-4-oxobutanamide